3-chloro-2-(6-((6-(4-hydroxypiperidin-1-yl)pyrimidin-4-yl)amino)-1H-pyrazolo[4,3-c]pyridin-1-yl)benzonitrile ClC=1C(=C(C#N)C=CC1)N1N=CC=2C=NC(=CC21)NC2=NC=NC(=C2)N2CCC(CC2)O